C(#N)N1[C@@H]([C@@H](CC1)CNC(=O)C1=NN(C=N1)C1=CC(=CC=C1)C#N)C N-(((2r,3s)-1-cyano-2-methylpyrrolidin-3-yl)methyl)-1-(3-cyanophenyl)-1H-1,2,4-triazole-3-carboxamide